C(C)(C)(C)[C@@H]1N(CCC(C1)(F)C(C)C1=CC(=CC(=C1)F)F)C(=O)O.C(CCCCCCCCCCCCCCCCC)(=O)N[C@@H]([C@@H](C)CC)C(=O)O N-stearoyl-isoleucine tert-butyl-(R)-4-(1-(3,5-difluorophenyl)ethyl)-4-fluoropiperidine-1-carboxylate